(6-((2-((5-ethyl-2-methoxy-6-(4-methylpiperazin-1-yl)pyridin-3-yl)amino)-7H-pyrrolo[2,3-d]pyrimidin-4-yl)amino)quinoxalin-5-yl)dimethyl-phosphine oxide C(C)C=1C=C(C(=NC1N1CCN(CC1)C)OC)NC=1N=C(C2=C(N1)NC=C2)NC=2C(=C1N=CC=NC1=CC2)P(C)(C)=O